trans-2,2-Dichloro-3-(3,4-dichloro-5-(trifluoromethyl)phenyl)cyclopropane-1-carboxylic acid ClC1([C@H]([C@@H]1C1=CC(=C(C(=C1)C(F)(F)F)Cl)Cl)C(=O)O)Cl